N=1C(=CN2C1CCCC2)S(=O)(=O)Cl 5,6,7,8-tetrahydroimidazo[1,2-a]pyridine-2-sulfonyl chloride